C(C)(C)(C)OC(=O)N1[C@@H](C[C@H](C1)NC(=O)C1=NC=CC(=C1)C1=CC(=CC=C1)C#N)C (2R,4R)-4-(4-(3-cyanophenyl)pyridinecarboxamido)-2-methylpyrrolidine-1-carboxylic acid tert-butyl ester